CC1=NC(=CC(=C1)C=1C(=NN2C1N=C(C=C2)C(=O)N2CCC1(C(NC(N1)=O)=O)CC2)C=2C=C(C#N)C=CC2)C 3-[3-(2,6-dimethyl-4-pyridyl)-5-(2,4-dioxo-1,3,8-triazaspiro[4.5]decane-8-carbonyl)pyrazolo[1,5-a]pyrimidin-2-yl]benzonitrile